C(CCCC)OC(CCCO)OCCCCC 4,4-bis(pentoxy)butanol